allyl-2-vinyl-pyrrolo[2,3-b]pyridine C(C=C)C1=C(NC2=NC=CC=C21)C=C